2-(7-((2S,5R)-2,5-dimethyl-4-(1-(2-methylbenzo[d]oxazol-4-yl)ethyl)piperazin-1-yl)-4-methyl-5-oxo-4,5-dihydro-2H-pyrazolo[4,3-b]pyridin-2-yl)acetonitrile C[C@@H]1N(C[C@H](N(C1)C(C)C1=CC=CC2=C1N=C(O2)C)C)C=2C=1C(N(C(C2)=O)C)=CN(N1)CC#N